sodium (S)-3-(3-(1,5-dimethyl-4-oxido-2-oxo-1,2-dihydropyridin-3-yl)ureido)-3-(4'-methyl biphenyl-3-yl)propanoate CN1C(C(=C(C(=C1)C)[O-])NC(N[C@@H](CC(=O)[O-])C=1C=C(C=CC1)C1=CC=C(C=C1)C)=O)=O.[Na+].[Na+]